5-[4-(5-methoxypyridin-2-yl)piperidine-1-carbonyl]-6-methyl-N-(1-methylcyclopropyl)furo[2,3-d]pyrimidin-4-amine COC=1C=CC(=NC1)C1CCN(CC1)C(=O)C1=C(OC=2N=CN=C(C21)NC2(CC2)C)C